2-(6-Chloro-benzothiazol-2-ylamino)-1-methyl-1H-benzoimidazole-5-carboxylic acid [2-(4-methylaminomethyl-piperidin-1-yl)-2-oxo-ethyl]-amide hydrochloride Cl.CNCC1CCN(CC1)C(CNC(=O)C1=CC2=C(N(C(=N2)NC=2SC3=C(N2)C=CC(=C3)Cl)C)C=C1)=O